C1(CCC(C1)=O)=O 1,4-cyclopentanedione